1-(8-bromopyrido[2,3-e][1,2,4]triazolo[4,3-a]pyrazin-4-yl)-N-methylazetidin-3-amine bisulfate monohydrate O.S(O)(O)(=O)=O.BrC1=CC2=C(N=C(C=3N2C=NN3)N3CC(C3)NC)N=C1